[(3S,3aR,6S,6aR)-3-acetoxy-2,3,3a,5,6,6a-hexahydrofuro[3,2-b]furan-6-yl] (2S)-2-[(2-chloro-6-methyl-benzoyl)amino]-3-[4-(1,3,4-trimethyl-2,6-dioxo-pyrimidin-5-yl)phenyl]propanoate ClC1=C(C(=O)N[C@H](C(=O)O[C@H]2CO[C@H]3[C@@H]2OC[C@@H]3OC(C)=O)CC3=CC=C(C=C3)C3=C(N(C(N(C3=O)C)=O)C)C)C(=CC=C1)C